C(C1=CC=CC=C1)OC1=NC(=CC=C1C1=CC=C(C=C1)N1CCC(CC1)CN1CCN(CC1)C(=O)OC(C)(C)C)OCC1=CC=CC=C1 tert-butyl 4-[(1-(4-[2,6-bis(benzyloxy)pyridin-3-yl]phenyl)piperidin-4-yl)methyl]piperazine-1-carboxylate